Tert-butyl 4-[7'-(2-methylcyclopentyl)-6'-oxospiro[cyclopropane-1,5'-pyrrolo[2,3-d]pyrimidin]-2'-ylamino]piperidine-1-carboxylate CC1C(CCC1)N1C(C2(C3=C1N=C(N=C3)NC3CCN(CC3)C(=O)OC(C)(C)C)CC2)=O